C(C)(C)(C)OC(=O)C=1C(=NC(=CC1)N1N=C(C=C1)OCC(C1CCCCC1)C1CCCCC1)Cl 2-chloro-6-[3-(2,2-dicyclohexylethoxy)pyrazol-1-yl]pyridine-3-carboxylic acid tert-butyl ester